(3S)-7-((2S,5R)-4-acryloyl-2,5-dimethyl-piperazin-1-yl)-9-chloro-10-(5-chloro-2-fluorophenyl)-3-((3,3-difluoropyrrolidin-1-yl)methyl)-2H-[1,4]-oxazino[2,3,4-ij]-quinazolin-5(3H)-one C(C=C)(=O)N1C[C@@H](N(C[C@H]1C)C1=NC(N2C3=C(C(=C(C=C13)Cl)C1=C(C=CC(=C1)Cl)F)OC[C@@H]2CN2CC(CC2)(F)F)=O)C